ClC1=C(C=CC=C1)C1=C2C=3CC(CCC3NC2=C(C=C1F)C(=O)N)NC1CCC(CC1)N(C)C 5-(2-Chlorophenyl)-3-((4-(dimethylamino)cyclohexyl)amino)-6-fluoro-2,3,4,9-tetrahydro-1H-carbazole-8-carboxamide